3-(6-((2,6-dimethylpyrimidin-4-yl)amino)-3-oxo-2,3-dihydro-1H-pyrazolo[4,3-c]pyridin-1-yl)-N,N-dimethylbenzenesulfonamide CC1=NC(=CC(=N1)NC1=CC2=C(C=N1)C(NN2C=2C=C(C=CC2)S(=O)(=O)N(C)C)=O)C